CC1(C(N(C2=CC=C(C=C2N1)\C=C\C(=O)N(CC=1OC2=C(C1C)C=CC=C2)C)COP(=O)([O-])[O-])=O)C.OCC[NH3+].OCC[NH3+] 2-Hydroxyethan-1-aminium (E)-(3,3-dimethyl-6-(3-(methyl((3-methylbenzofuran-2-yl)methyl)amino)-3-oxoprop-1-en-1-yl)-2-oxo-3,4-dihydroquinoxalin-1(2H)-yl)methyl-phosphate